(PHENYLAMINOMETHYL)METHYL-DIMETHOXYSILANE tert-butyl-6-[(8-chloro-2-methyl-1-oxo-5-isoquinolyl)oxy]-2-azaspiro[3.3]heptane-2-carboxylate C(C)(C)(C)OC(=O)N1CC2(C1)CC(C2)OC2=C1C=CN(C(C1=C(C=C2)Cl)=O)C.C2(=CC=CC=C2)NC[Si](OC)(OC)C